CC=1N(C(=CC1)C)C=1N(C2=C(N1)C=C(C=C2C#N)SC=2C=NC=CC2)C 2-(2,5-dimethylpyrrol-1-yl)-3-methyl-6-(3-pyridylthio)benzimidazole-4-carbonitrile